N=1C=CN2C1C=CC(=C2)CNC(C2=CC(=C(C=C2)S(=O)(=O)CC2=NN(C=C2)C)I)=O N-(Imidazo[1,2-a]pyridin-6-ylmethyl)-3-iodo-4-(((1-methyl-1H-pyrazol-3-yl)methyl)sulfonyl)benzamide